tetrachlorocarbon ClC(Cl)(Cl)Cl